dichloro[(S)-(-)-2,2'-bis(diphenylphosphino)-1,1'-binaphthyl] ruthenium(II) [Ru+2].ClC1=C(C(=C(C2=CC=CC=C12)C1=C(C=CC2=CC=CC=C12)P(C1=CC=CC=C1)C1=CC=CC=C1)P(C1=CC=CC=C1)C1=CC=CC=C1)Cl